COC1=CC=C(C=C1)S(=O)(=O)N1CC2=CC=CC=C2C[C@@H]1C(=O)NO (3R)-(+)-[2-(4-methoxybenzenesulfonyl)-1,2,3,4-tetrahydroisoquinoline-3-hydroxamic acid]